C(C1=CC=CC=C1)[C@@H]1N(C(OC1)=O)C(CC(C)C)=O (S)-4-benzyl-3-(3-methylbutanoyl)oxazolidin-2-one